CC1=C(C=CC(=C1)C1=NC2=CC=C(C=C2C=N1)C(F)(F)F)N1C(C=2N(CC1)N=CC2C2C(NC(N2)=O)=O)=O 5-(5-(2-Methyl-4-(6-(trifluoromethyl)quinazolin-2-yl)phenyl)-4-oxo-4,5,6,7-tetrahydropyrazolo[1,5-a]pyrazin-3-yl)imidazolidine-2,4-dione